2-(indazol-5-yl)-6-(piperidin-4-yl)-1,7-naphthyridine N1N=CC2=CC(=CC=C12)C1=NC2=CN=C(C=C2C=C1)C1CCNCC1